6-(2,2-diisobutyloxyethyl)-1,3,4-trimethylcyclohex-1-ene C(C(C)C)OC(CC1CC(C(C=C1C)C)C)OCC(C)C